(R)-6-Chloro-N-(piperidin-2-ylmethyl)pyridazin-3-amine ClC1=CC=C(N=N1)NC[C@@H]1NCCCC1